BrC1=CC=C(C=2C3=C(OC21)C=2C=CC=CC2C=C3)O[Si](C(C)C)(C(C)C)C(C)C [(10-Bromonaphtho[1,2-b]benzofuran-7-yl)oxy]triisopropylsilane